C(C(=C)CC(=O)N)(=O)N itaconamide